C(#N)[C@@]1(COCC2=CC=C(C=C12)C(=O)NCC1=NC=CC(=C1)N1CCC2(CN(C2)C2=CC=CC=C2)C1)C (4R)-4-Cyano-4-methyl-N-[[4-(2-phenyl-2,7-diazaspiro[3.4]octan-7-yl)-2-pyridyl]methyl]isochromane-6-carboxamide